CC1=CC(=NC=C1)S(=O)(=O)N 4-Methylpyridine-2-sulfonamide